N-((R)-1-(naphthalen-1-yl)ethyl)spiro[chroman-4,2'-[1,3]dioxolane]-2-carboxamide C1(=CC=CC2=CC=CC=C12)[C@@H](C)NC(=O)C1OC2=CC=CC=C2C2(OCCO2)C1